ClCCC(C(CCCl)=O)=O 1,6-dichlorohexane-3,4-dione